2-(1,3-dimethyl-2,6-dioxo-1,2,3,6-tetrahydro-7H-purin-7-yl)ethyl-thiouronium bromide [Br-].CN1C(N(C=2N=CN(C2C1=O)CC[NH+]=C(S)N)C)=O